(E)-N-(4-(2-(1-(naphthalen-2-yl)ethylidene)hydrazine-1-carbonyl)phenyl)propionamide C1=C(C=CC2=CC=CC=C12)\C(\C)=N\NC(=O)C1=CC=C(C=C1)NC(CC)=O